ClC1=C(C=CC=C1)C1NCN(C(=C1)C(F)(F)F)NC 4-(2-Chlorophenyl)-1-(methylamino)-6-(trifluoromethyl)-3H-pyrimidin